2-((S)-1-(but-2-ynyl)-4-(7-(8-chloronaphthalen-1-yl)-2-(((S)-1-methylpyrrolidin-2-yl)methoxy)-5,6-dihydroquinazolin-4-yl)piperazin-2-yl)acetonitrile formate C(=O)O.C(C#CC)N1[C@H](CN(CC1)C1=NC(=NC=2C=C(CCC12)C1=CC=CC2=CC=CC(=C12)Cl)OC[C@H]1N(CCC1)C)CC#N